methyl 3-fluoro-4-((4-(3-(piperidin-4-yl)phenyl)-1H-1,2,3-triazol-1-yl)methyl)benzoate hydrochloride Cl.FC=1C=C(C(=O)OC)C=CC1CN1N=NC(=C1)C1=CC(=CC=C1)C1CCNCC1